3-(3-((5-chloropyridin-2-yloxy)phenyl)-1,2,4-oxadiazol-5-yl)propan-1-ol ClC=1C=CC(=NC1)OC1=C(C=CC=C1)C1=NOC(=N1)CCCO